(S)-N'-((2-cyclopropyl-3-ethyl-6,7-dihydro-5H-cyclopenta[b]pyridin-4-yl)carbamoyl)-4-(2-hydroxypropan-2-yl)thiophene-2-sulfonimidamide C1(CC1)C1=C(C(=C2C(=N1)CCC2)NC(=O)N=[S@@](=O)(N)C=2SC=C(C2)C(C)(C)O)CC